N[C@H]([C@H](C)CC)C(=O)O (2R,3R)-D-isoleucine